[N+](=[N-])=C(C(=O)OCCCCOC(C(=[N+]=[N-])C(C1=CC=CC=C1)=O)=O)C(C1=CC=CC=C1)=O 1,4-bis(α-diazobenzoylacetoxy)butane